ClC1=C(C=C(C=C1)[C@@H]1O[C@@H]([C@H]([C@@H]([C@H]1O)O)O)S(NC)(=O)=O)CC1=CC=C(C=C1)OCC (2S,3R,4R,5S,6R)-2-[4-chloro-3-[(4-ethoxy-phenyl)methyl]phenyl]-6-methylsulfamoyloxane-3,4,5-triol